C(C)(C)(C)OC(=O)N1[C@@H](CCC1)C1=C2CCN(CC2=CC(=C1)C=1C=C2C(=NC1)NC=C2C)C(=O)C2(CC2)O (S)-2-(2-(1-hydroxycyclopropanecarbonyl)-7-(3-methyl-1H-pyrrolo[2,3-b]pyridine-5-yl)-1,2,3,4-tetrahydroisoquinolin-5-yl)pyrrolidine-1-carboxylic acid tert-butyl ester